N1CCC(CC1)CCC(C)C1CCNCC1 1,3-bis(4-piperidinyl)butane